6-(benzylthio)-8-[(trimethylsilyl)thio]octanoic acid C(C1=CC=CC=C1)SC(CCCCC(=O)O)CCS[Si](C)(C)C